N-[4-(1r,4r)-[[3-[2-[(4-aminocyclohexyl)amino]pyrimidin-4-yl]-4-pyridyl]sulfanyl]-3-fluoro-phenyl]benzenesulfonamide NC1CCC(CC1)NC1=NC=CC(=N1)C=1C=NC=CC1SC1=C(C=C(C=C1)NS(=O)(=O)C1=CC=CC=C1)F